Cl.NCC1=NC=C(C=N1)C1=CC=C(C(=N1)OC)NC(=O)C=1C(=NOC1C)C1=CC=C(C=C1)F [6-[2-(aminomethyl)pyrimidin-5-yl]-2-methoxy-3-pyridinyl]-3-(4-fluorophenyl)-5-methyl-isoxazole-4-carboxamide hydrochloride